benzyl-2-(p-tolyl)-1H-benzo[d]Imidazole-4-carboxamide C(C1=CC=CC=C1)N1C(=NC2=C1C=CC=C2C(=O)N)C2=CC=C(C=C2)C